[(3S)-3-(6-methylpyridin-3-yl)-1,2-oxazolidin-2-yl]methanone CC1=CC=C(C=N1)[C@H]1N(OCC1)C=O